(benzyloxy)-4-(5-(benzyloxy)-2-bromophenoxy)-8-iodo-2H-chromen-2-one C(C1=CC=CC=C1)OC=1C(OC2=C(C=CC=C2C1OC1=C(C=CC(=C1)OCC1=CC=CC=C1)Br)I)=O